O=C1NC(CCC1N1C(C2=CC=CC(=C2C1=O)N1CCC(CC1)CCCCCCCC1=CC(=C2C(N(C(C2=C1)=O)[C@H](CS(=O)(=O)C)C1=CC(=C(C=C1)OC)OCC)=O)NC(C)=O)=O)=O N-(6-(7-(1-(2-(2,6-Dioxopiperidin-3-yl)-1,3-dioxoisoindolin-4-yl)piperidin-4-yl)-heptyl)-2-((S)-1-(3-ethoxy-4-methoxyphenyl)-2-(methylsulfonyl)ethyl)-1,3-dioxoisoindolin-4-yl)acetamide